NCC(=O)NC1=C(C=CC=C1)OC1=CC(=CC(=C1)C)OC 2-amino-N-(2-(3-methoxy-5-methylphenoxy)phenyl)acetamide